NC=1C(=NC(=C(N1)C1=CC=C(C=C1)F)Cl)C(=O)NCC1=C(C=CC=C1F)F 3-Amino-6-chloro-N-(2,6-difluorobenzyl)-5-(4-fluorophenyl)pyrazine-2-carboxamide